N-[7-benzyloxy-5-fluoro-6-(1,1,4-trioxo-1,2,5-thiadiazolidin-2-yl)-2-naphthyl]-2-[3-[[1-(2,6-dibenzyloxy-3-pyridyl)-3-methyl-2-oxo-benzimidazol-5-yl]amino]pyrazol-1-yl]acetamide C(C1=CC=CC=C1)OC1=C(C(=C2C=CC(=CC2=C1)NC(CN1N=C(C=C1)NC1=CC2=C(N(C(N2C)=O)C=2C(=NC(=CC2)OCC2=CC=CC=C2)OCC2=CC=CC=C2)C=C1)=O)F)N1S(NC(C1)=O)(=O)=O